C(C)C(CCCC)C(C(CCCC)CC)(COC)COC 5,7-diethyl-6,6-dimethoxymethylundecane